C(CCC)C1=C(C(=C(C(=N1)O)C(=O)N1CC(CC1)C1=NC=C(C=C1F)F)O)C1=C(C=CC=C1OC)OC 6-butyl-3-[3-(3,5-difluoropyridin-2-yl)pyrrolidine-1-carbonyl]-5-(2,6-dimethoxyphenyl)pyridine-2,4-diol